1-{[4-({6-chloro-7-[1-(oxetan-3-yl)piperidin-4-yl]quinazolin-2-yl}amino)-3-methyl-1H-pyrazol-1-yl]methyl}cyclopropane-1-carbonitrile ClC=1C=C2C=NC(=NC2=CC1C1CCN(CC1)C1COC1)NC=1C(=NN(C1)CC1(CC1)C#N)C